ClC1=CC=C(C=C1)N1C=C(CC(=C1)C(C1=CC=CC=C1)=O)C(C1=CC=CC=C1)=O 1-(4-chlorophenyl)-3,5-dibenzoyl-1,4-dihydropyridine